[Si](C1=CC=CC=C1)(C1=CC=CC=C1)(C(C)(C)C)O[C@H]1[C@H](CCC1)N (1S,2R)-2-((tert-butyldiphenylsilyl)oxy)cyclopentane-1-amine